C1(CC1)N(C(=O)C1CNCCC1)CC1=CC=C(C=C1)C=1C=NNC1 N-cyclopropyl-N-{[4-(1H-pyrazol-4-yl)phenyl]methyl}piperidine-3-carboxamide